(5R)-5-hexyltetrahydrofuran-2-one C(CCCCC)[C@@H]1CCC(O1)=O